4-[6-chloro-8-fluoro-2-(3-imidazol-1-ylazetidin-1-yl)-4-piperazin-1-yl-quinazolin-7-yl]-1,3-benzothiazol-2-amine ClC=1C=C2C(=NC(=NC2=C(C1C1=CC=CC2=C1N=C(S2)N)F)N2CC(C2)N2C=NC=C2)N2CCNCC2